COC1=CC=C(C=C1)C(OC[C@@H]1C([C@H]([C@@H](O1)N1C=2N=C(NC(C2N=C1)=O)NC(C(C)C)=O)O)(F)F)(C1=CC=CC=C1)C1=CC=C(C=C1)OC N-(9-((2R,3S,5R)-5-((bis(4-methoxyphenyl)(phenyl)methoxy)methyl)-4,4-difluoro-3-hydroxytetrahydrofuran-2-yl)-6-oxo-6,9-dihydro-1H-purin-2-yl)isobutyramide